2,2,2-trichloroethyl acetate C(C)(=O)OCC(Cl)(Cl)Cl